(R)-3-butyl-8-hydroxy-7-methoxy-2-(4-methoxybenzyl)-5-phenyl-2,3,4,5-tetrahydro-1,2,5-benzothiadiazepine 1,1-dioxide C(CCC)[C@H]1N(S(C2=C(N(C1)C1=CC=CC=C1)C=C(C(=C2)O)OC)(=O)=O)CC2=CC=C(C=C2)OC